5-{[4-(methoxymethyl)-2-thienyl]carbonyl}pyrimidin COCC=1C=C(SC1)C(=O)C=1C=NC=NC1